FC1(CC2(C1)C[C@H](N(CC2)CC2=C1C=CN(C1=C(C=C2OC)C)C(=O)OC(C)(C)C)C2=CC=C(C=C2)C(=O)OC)F tert-butyl (S)-4-((2,2-difluoro-6-(4-(methoxycarbonyl) phenyl)-7-azaspiro[3.5]nonan-7-yl) methyl)-5-methoxy-7-methyl-1H-indole-1-carboxylate